1,4-bis-(tert-butylamino)-benzene C(C)(C)(C)NC1=CC=C(C=C1)NC(C)(C)C